dihydroxymethylpropane triacrylate C(C=C)(=O)O.C(C=C)(=O)O.C(C=C)(=O)O.OC(O)CCC